[Br-].C(C1=CC=CC=C1)[N+]=1C2=CC=CC=C2C2=C(CCCC12)C 9-Benzyl-4-methyl-2,3-dihydro-1H-carbazol-9-ium bromide